C(CCCCCCC\C=C/CCCCCC)NC(C=C)=O N-palmitoleyl-acrylamide